CC1=C(C(=C(C(=C1CC1=CC(=C(C(=C1)C(C)(C)C)O)C(C)(C)C)C)CC1=CC(=C(C(=C1)C(C)(C)C)O)C(C)(C)C)C)CC1=CC(=C(C(=C1)C(C)(C)C)O)C(C)(C)C 1,3,5-trimethyl-2,4,6-tris(3,5-di-tertiarybutyl-4-hydroxybenzyl)benzene